(3R)-3-(4-chlorophenyl)-2-[(5-chloropyridin-2-yl)methyl]-6-(1-ethoxy-2-hydroxypropan-2-yl)-3-methoxy-2,3-dihydro-1H-isoindol-1-one ClC1=CC=C(C=C1)[C@@]1(N(C(C2=CC(=CC=C12)C(COCC)(C)O)=O)CC1=NC=C(C=C1)Cl)OC